ClC1=NC=CC(=N1)N(C)C1=NNC(=C1)C1CCCC1 2-chloro-N-(5-cyclopentyl-1H-pyrazol-3-yl)-N-methylpyrimidin-4-amine